NC=1C=C(C=CC1[N+](=O)[O-])N1CCN(CC1)CCCC1CCN(CC1)C=1C=C2C(N(C(C2=CC1F)=O)C1C(NC(CC1)=O)=O)=O 5-(4-(3-(4-(3-Amino-4-nitrophenyl)piperazin-1-yl)propyl)piperidin-1-yl)-2-(2,6-dioxopiperidin-3-yl)-6-fluoroisoindoline-1,3-dione